NC1CC(C1)(O)C (1R,3R)-3-amino-1-methylcyclobutanol